N-((1-methyl-1H-indazol-7-yl)methyl)-4-(5-methyl-2-((1-methyl-1H-pyrazol-5-yl)amino)pyrimidin-4-yl)oxazole-2-carboxamide CN1N=CC2=CC=CC(=C12)CNC(=O)C=1OC=C(N1)C1=NC(=NC=C1C)NC1=CC=NN1C